2-(azepan-1-yl)-N-(3-cyano-1,2,4-oxadiazol-5-yl)-5-(trifluoromethyl)pyridine-3-carboxamide N1(CCCCCC1)C1=NC=C(C=C1C(=O)NC1=NC(=NO1)C#N)C(F)(F)F